FC1=C(C(=O)O)C(=C(C(=C1S)C(=O)O)F)S 2,5-difluoro-3,6-dimercaptoterephthalic acid